Cl[SiH3] Chlorosil-ane